ClC=1C2=C(N=C(N1)C)C=NC(=C2)Cl 4,6-dichloro-2-methylpyrido[3,4-d]pyrimidine